C(C)(C)(C)OC(=O)N1CC(=CC1)C=1C=NC2=CC=C(C=C2C1NC1=C(C(=O)O)C=C(C=C1)Cl)Cl 2-[[3-(1-tert-butoxycarbonyl-2,5-dihydropyrrol-3-yl)-6-chloro-4-quinolinyl]amino]-5-chloro-benzoic acid